3-(1-oxo-5-(pyridin-2-yl)isoindolin-2-yl)piperidine-2,6-dione O=C1N(CC2=CC(=CC=C12)C1=NC=CC=C1)C1C(NC(CC1)=O)=O